O1C=CC=2C(=NC=CC21)C2=CC=C(C(=O)NCC=1C=NC=CC1)C=C2 4-(furo[3,2-c]pyridin-4-yl)-N-(pyridin-3-ylmethyl)benzamide